N-(bicyclo[1.1.1]pent-1-yl)-1-(2,6-difluorophenyl)-7-[(3R,4R)-3,4-dihydroxypyrrolidin-1-yl]-6-fluoro-4-oxo-1,4-dihydro-1,8-naphthyridine-3-carboxamide C12(CC(C1)C2)NC(=O)C2=CN(C1=NC(=C(C=C1C2=O)F)N2C[C@H]([C@@H](C2)O)O)C2=C(C=CC=C2F)F